Cyclohex-1-en-1-yl acetate C(C)(=O)OC1=CCCCC1